(2S,3R)-3-azido-N-(4-bromophenyl)-1-[3-cyano-6-methyl-4-(trifluoromethyl)-2-pyridyl]pyrrolidine-2-carboxamide N(=[N+]=[N-])[C@H]1[C@H](N(CC1)C1=NC(=CC(=C1C#N)C(F)(F)F)C)C(=O)NC1=CC=C(C=C1)Br